4-(chloromethyl)-1H-indazole ClCC1=C2C=NNC2=CC=C1